CC1(COC=2C(C3C1CCC(=C3)C)=C(C=C(C2)CCCCC)O)C 7,7,10-Trimethyl-3-pentyl-7a,8,9,11a-tetrahydro-6H-benzo[d][1]benzoxepin-1-ol